ClC1=NN2C=3C(CCNC3C=NC2=C1)COC 4-chloro-13-(methoxy-methyl)-2,3,7,10-tetrazatricyclo[7.4.0.02,6]trideca-1(9),3,5,7-tetraene